2-(4-amino-1H-pyrazol-1-yl)acetonitrile NC=1C=NN(C1)CC#N